C1(CC1)C1=CNC=2N=C(N=C(C21)N[C@@H]2CC[C@@H](N(C2)C(C=C)=O)C)NC=2C=NN(C2)C ((2S,5R)-5-((5-cyclopropyl-2-((1-methyl-1H-pyrazol-4-yl)amino)-7H-pyrrolo[2,3-d]pyrimidin-4-yl)amino)-2-methylpiperidin-1-yl)propan-2-en-1-one